1-(1-oxo-5-((4-(perfluoropyridin-4-yl)piperazin-1-yl)methyl)isoindolin-2-yl)dihydropyrimidine-2,4(1H,3H)-dione O=C1N(CC2=CC(=CC=C12)CN1CCN(CC1)C1=C(C(=NC(=C1F)F)F)F)N1C(NC(CC1)=O)=O